C[Si](OCCN)(C)C 2-((trimethylsilyl)oxy)ethanamine